BrC1=C(C=CC=C1F)NC(/C=N/O)=O (E)-N-(2-bromo-3-fluorophenyl)-2-(hydroxyimino)acetamide